3-((4-(3-oxo-morpholino)phenyl)amino)-4-((pyridin-2-ylmethyl)amino)cyclobut-3-ene-1,2-dione O=C1COCCN1C1=CC=C(C=C1)NC=1C(C(C1NCC1=NC=CC=C1)=O)=O